n-octadecylmethyldiethoxysilane CCCCCCCCCCCCCCCCCC[Si](C)(OCC)OCC